ClC1=C(\C=N\O[C@H](C(=O)O)C)C=C(C(=C1)F)N1C(N(C(=CC1=O)C(F)(F)F)C)=O (2S)-2-{[(E)-{2-chloro-4-fluoro-5-[3-methyl-2,6-dioxo-4-(trifluoromethyl)-3,6-dihydropyrimidin-1(2H)-yl]benzylidene}amino]oxy}propanoic acid